CN(CC)CC=1C=NC=CC1 N-methyl-N-(pyridin-3-yl)methylethanamine